C[Si](CCOCN1C(=NC=C1C)C1=CC=C(C=C1)B1OC(C(O1)(C)C)(C)C)(C)C Trimethyl-[2-[[5-methyl-2-[4-(4,4,5,5-tetramethyl-1,3,2-dioxaborolan-2-yl)phenyl]imidazol-1-yl]methoxy]ethyl]silane